CC1=C(N=C(S1)NC(CC=1C=C(OCCN2CCN(CC2)C(=O)OC(C)(C)C)C=CC1)=O)C=1C=C2CCN(C2=CC1)C(C1=C(C=CC=C1)C)=O tert-butyl 4-(2-(3-(2-((5-methyl-4-(1-(2-methylbenzoyl)indolin-5-yl)thiazol-2-yl)amino)-2-oxoethyl)phenoxy)ethyl)piperazine-1-carboxylate